[Cu].[Nd].[Mo] molybdenum-neodymium-copper